C/C(=C\\C=C\\C(=C\\C=C\\C(=C\\C=C\\C=C(/C)\\C=C\\C=C(/C)\\C=C\\C=C(/C)\\C=C\\C(C(C)(C)OC)O)\\C)\\C)/C=C/CC(C)(C)OC The molecule is a carotenoid ether that is spirilloxanthin substituted at position 2 by a hydroxy group. It is a carotenoid ether and a carotenol. It derives from a spirilloxanthin.